Propargyl-piperazine C(C#C)N1CCNCC1